methyl-(tetrahydro-pyran-4-yl)-amine HCl Cl.CNC1CCOCC1